Cl[Ti](SC1CCCCC1)(SC1CCCCC1)(Cl)(Cl)Cl tetrachlorobis(cyclohexylmercapto)titanium